S(C)(=O)(=O)OCC(C(COS(C)(=O)=O)O)(C)C 2-3-hydroxy-2,2-dimethylbutane-1,4-diyl dimesylate